CC=1N(C(=C2C(N(N=CC21)C2=NC=CC=C2)=O)C)C2=CC=C1C=CN(C1=C2)C 5,7-Dimethyl-6-(1-methyl-1H-indol-6-yl)-2-(pyridin-2-yl)-2,6-dihydro-1H-pyrrolo[3,4-d]pyridazin-1-one